3-[4-[3-[(2R)-2-[[(4-methoxyphenyl)methyl-methyl-amino]methyl]morpholin-4-yl]prop-1-ynyl]-3-methyl-2-oxo-benzimidazol-1-yl]piperidine-2,6-dione COC1=CC=C(C=C1)CN(C)C[C@@H]1CN(CCO1)CC#CC1=CC=CC=2N(C(N(C21)C)=O)C2C(NC(CC2)=O)=O